FC(CN1N=CC=2C=NC(=CC21)C(=O)OC)F Methyl 1-(2,2-difluoroethyl)-1H-pyrazolo[4,3-c]pyridine-6-carboxylate